(1S,2S,5R)-3-((S)-2-amino-3,3-dimethylbutyryl)-6,6-dichloro-3-azabicyclo[3.1.0]hexane-2-carboxylic acid N[C@H](C(=O)N1[C@@H]([C@H]2C([C@H]2C1)(Cl)Cl)C(=O)O)C(C)(C)C